C(C)OC(\C=C(/CC(=O)OCC)\C=1C=C2C=C(NC2=CC1)C(=O)OC(C)C)=O (E)-3-(2-(isopropoxycarbonyl)-1H-indol-5-yl)pent-2-enedioic acid diethyl ester